Glucosyl-(4-menthylcarbonyloxy) nonanoate C(CCCCCCCC)(=O)OOC(=O)C1(CCC(CC1)(C)C1[C@H](O)[C@@H](O)[C@H](O)[C@H](O1)CO)C(C)C